2-((6R)-6-(4-(5-fluoro-2-(tetrahydrofuran-3-yl)phenyl)piperidin-1-yl)-2-azaspiro[3.4]octan-2-yl)-1,3,4-oxadiazole FC=1C=CC(=C(C1)C1CCN(CC1)[C@H]1CC2(CN(C2)C=2OC=NN2)CC1)C1COCC1